(S)-2-(((2R,3S,4R,5R)-5-(2-chloro-6-(methylamino)-9H-purin-9-yl)-3-ethynyl-3,4-dihydroxy-tetrahydrofuran-2-yl)methoxy)-3-phenyl-2-(thiazol-4-yl)propionic acid ClC1=NC(=C2N=CN(C2=N1)[C@H]1[C@@H]([C@@]([C@H](O1)CO[C@@](C(=O)O)(CC1=CC=CC=C1)C=1N=CSC1)(O)C#C)O)NC